6-(3-Chloro-6-(difluoromethyl)-2-fluorophenyl)-3-methyl-N-(1-(1-(4-methyl-2-((1R,5S)-2-oxo-3-azabicyclo[3.1.0]hexan-3-yl)pyrimidin-5-yl)cyclobutyl)-pyrazol-4-yl)pyrazine-2-carboxamide ClC=1C(=C(C(=CC1)C(F)F)C1=CN=C(C(=N1)C(=O)NC=1C=NN(C1)C1(CCC1)C=1C(=NC(=NC1)N1C([C@@H]2C[C@@H]2C1)=O)C)C)F